COC1=C(C(=C2C(=N1)N=CS2)OC)C2=CN(C1=NC(=CC=C12)NC(=O)[C@H]1[C@@H](C1)C=O)COCC[Si](C)(C)C trans-N-(3-{5,7-dimethoxy-[1,3]thiazolo[4,5-b]pyridin-6-yl}-1-{[2-(trimethylsilyl)ethoxy]methyl}pyrrolo[2,3-b]pyridin-6-yl)-2-formylcyclopropane-1-carboxamide